C1(CC1)C=1C=C2C(C=C(OC2=C(C1)CNC1=CC(=CC(=C1)F)F)N1CCOCC1)=O 6-cyclopropyl-8-[(3,5-difluoroanilino)methyl]-2-morpholino-chromen-4-one